OCC(C)(C1CCCCC1)C1CCC(CC1)O monohydroxy-2-(4-hydroxycyclohexyl)-2-cyclohexylpropane